5-(benzyloxy)-2-bromo-4-methylbenzoic acid methyl ester COC(C1=C(C=C(C(=C1)OCC1=CC=CC=C1)C)Br)=O